bis(bisbenzylideneacetone) palladium [Pd].C(C1=CC=CC=C1)=CC(=O)C=CC1=CC=CC=C1.C(C1=CC=CC=C1)=CC(=O)C=CC1=CC=CC=C1